FC1=CC=C(C=C1)[C@@H](C(=O)C1=CC=CC=C1)NC1=CC=C(C=C1)OC (S)-2-(4-Fluorophenyl)-2-((4-methoxyphenyl)amino)-1-phenylethan-1-one